N(=C=O)C1=C(C=CC=C1)CN=C=O 1-Isocyanato-2-(isocyanatomethyl)benzol